ClC=1C=C(C=CC1F)CCC=1N=C(C2=C(N1)OC(=C2C(=O)N)C)NC2(CC2)C [2-(3-chloro-4-fluorophenyl)ethyl]-6-methyl-4-[(1-methylcyclopropyl)amino]furo[2,3-d]pyrimidine-5-carboxamide